C(C1=CC=CC=C1)OC1=C(C(=O)O)C(=CC(=C1CC)OS(=O)(=O)C1=CC=C(C)C=C1)OS(=O)(=O)C1=CC=C(C)C=C1 2-(benzyloxy)-3-ethyl-4,6-bis(tosyloxy)benzoic acid